N-(2-methylquinoline-5-sulfonyl)-4-phenyloxolane-2-carboxamide CC1=NC=2C=CC=C(C2C=C1)S(=O)(=O)NC(=O)C1OCC(C1)C1=CC=CC=C1